di(tert-butyl)(vinyl)phosphine oxide C(C)(C)(C)P(C=C)(C(C)(C)C)=O